N-(1,3-dimethyl-1H-pyrazol-4-yl)-5-fluoro-4-(3-oxo-5,6,7,8-tetrahydro[1,2,4]triazolo[4,3-a]pyridin-2(3H)-yl)-2-{[(2S)-1,1,1-trifluoropropan-2-yl]oxy}benzamide CN1N=C(C(=C1)NC(C1=C(C=C(C(=C1)F)N1N=C2N(CCCC2)C1=O)O[C@H](C(F)(F)F)C)=O)C